6-[5-(6-methyl-2-pyridyl)-1H-imidazol-4-yl]-3-(1,2,3,6-tetrahydropyridin-4-yl)quinoline CC1=CC=CC(=N1)C1=C(N=CN1)C=1C=C2C=C(C=NC2=CC1)C=1CCNCC1